5-(4-((1R,5S)-3,8-diazabicyclo[3.2.1]octan-3-yl)-8-fluoro-2-(((2R,7aS)-2-fluorotetrahydro-1H-pyrrolizin-7a(5H)-yl)methoxy)quinazolin-7-yl)-2-cyclopropyl-4-(trifluoromethyl)aniline [C@H]12CN(C[C@H](CC1)N2)C2=NC(=NC1=C(C(=CC=C21)C=2C(=CC(=C(N)C2)C2CC2)C(F)(F)F)F)OC[C@]21CCCN1C[C@@H](C2)F